di(butoxy)anthracene C(CCC)OC=1C2=CC=CC=C2C(=C2C=CC=CC12)OCCCC